ClC1=C(C=CC(=C1Cl)C)N=C=O 2,3-dichloro-1-isocyanato-4-methylbenzene